C(=CCCCCCC)N octeneamine